HEPTADECANOATE C(CCCCCCCCCCCCCCCC)(=O)[O-]